methyl 4-{5-[3-fluoro-5-(trifluoromethyl)phenyl]-7-[{[1-(methoxymethyl)cyclobutyl]methyl} (methyl)amino]-1H-imidazo[4,5-b]pyridin-2-yl}benzoate FC=1C=C(C=C(C1)C(F)(F)F)C1=CC(=C2C(=N1)N=C(N2)C2=CC=C(C(=O)OC)C=C2)N(C)CC2(CCC2)COC